F[C@@H]1CN(CC[C@@H]1NC1=NC=C(C(=N1)C=1SC(=CN1)C)C(F)(F)F)S(=O)(=O)C=1C=NN(C1)C N-((3R,4S)-3-fluoro-1-((1-methyl-1H-pyrazol-4-yl)sulfonyl)piperidin-4-yl)-4-(5-methylthiazol-2-yl)-5-(trifluoromethyl)pyrimidin-2-amine